FC(C=1[N-]C(=C(N1)C#N)C#N)(F)F.[Na+].C(C)(=O)NC1=NC=C(C=N1)N1C[C@@H](CC1)C=1C=C(C(=O)NC2=CC(=CC=C2)C(F)(F)F)C=CC1C (S)-3-(1-(2-acetamidopyrimidin-5-yl)pyrrolidin-3-yl)-4-methyl-N-(3-(trifluoromethyl)phenyl)benzamide sodium 2-trifluoromethyl-4,5-dicyano-imidazolate